C(C1=CC=CC=C1)(=O)OC1N=C(OC1)C1=CC=CC=C1 2-phenyl-4,5-dihydro-oxazol-4-yl benzoate